racemic-N-[4-[4-(4-morpholinyl)-7H-pyrrolo[2,3-d]pyrimidin-6-yl]phenyl]-4-[[3-[(1-oxo-2-propen-1-yl)amino]-1-piperidinyl]methyl]-2-pyridinecarboxamide N1(CCOCC1)C=1C2=C(N=CN1)NC(=C2)C2=CC=C(C=C2)NC(=O)C2=NC=CC(=C2)CN2C[C@@H](CCC2)NC(C=C)=O |r|